C(C)(C)(C)N=S(=O)(C1=CC(=CC=C1)NC(=O)C1=C(N=NC(=C1C)C(F)(F)F)N1CCC(CCC1)(F)F)N(C(O)=O)C(=O)OC(C)(C)C.C(C)C1SCCC1 ethyl-tetrahydrothiophene tert-butyl-(tert-butoxycarbonyl)(3-(3-(4,4-difluoroazepan-1-yl)-5-methyl-6-(trifluoromethyl)pyridazine-4-carboxamido)phenylsulfonimidoyl)carbamate